dihydrobenzoate C(C1CC=CC=C1)(=O)[O-]